NC1=NC=2C=CC(=CC2C2=C1COC2)C(=O)N2[C@H](COCC2)C=2C=NC(=CC2)OC(F)(F)F (4-amino-1,3-dihydrofuro[3,4-c]quinolin-8-yl)-[(3S)-3-[6-(trifluoromethoxy)-3-pyridinyl]morpholin-4-yl]methanone